C(C1=CC=CC=C1)OC(=O)N[C@@H](C(=O)OCC(C)C)CNC(C1=CC(=CC(=C1)F)C=1C=NOC1CC)=O (R)-isobutyl 2-(((benzyloxy)carbonyl)amino)-3-(3-(5-ethylisoxazol-4-yl)-5-fluorobenzamido)propanoate